1-methoxy-3,3,4-trimethylpentan-2-one oxime COCC(C(C(C)C)(C)C)=NO